3-bromo-1-((tetrahydro-2H-thiopyran-4-yl)methyl)-1H-pyrazole BrC1=NN(C=C1)CC1CCSCC1